S1C=2N(CCC1)CC(=CN2)C#N 2H,3H,4H,6H-pyrimido[2,1-b][1,3]thiazine-7-carbonitrile